O[C@]1([C@@H](CCC1)N1C(C=CC2=C1N=C(N=C2)NC2(CCN(CC2)S(=O)(=O)C([2H])([2H])[2H])[2H])=O)C (-)-8-((1R,2R)-2-hydroxy-2-methylcyclopentyl)-2-((1-((methyl-d3)sulfonyl)piperidin-4-yl-4-d)amino)pyrido[2,3-d]pyrimidin-7(8H)-one